C(CCC)SC1=NN=C(S1)N 5-butylthio-1,3,4-thiadiazol-2-amine